C1=C(C=[N+](C=C1C(=O)S)[C@H]2[C@@H]([C@@H]([C@H](O2)COP(=O)(O)O)O)O)C(=O)OP(=O)(O)OC[C@@H]3[C@H]([C@H]([C@@H](O3)N4C=NC5=C(N=CN=C54)N)O)O The molecule is an acyclic mixed acid anhydride obtained by condensation of one of the carboxy group of pyridinium-3-sulfanylcarbonyl-5-carboxylic acid mononucleotide with the phosphste group of AMP. It is an acyclic mixed acid anhydride, an adenosine 5'-phosphate and a pyridine nucleotide. It derives from an adenosine 5'-monophosphate and a pyridinium-3,5-biscarboxylic acid mononucleotide. It is a conjugate acid of a 1-(5-O-phosphono-beta-D-ribofuranosyl)-5-(sulfanylcarbonyl)pyridinium-3-carbonyl adenylate(3-).